ClCC(=O)O ω-chloroacetic acid